5,5'-diallyl-2'-hydroxy-3'-nitro-[1,1'-biphenyl]-2-yl 4-methylbenzenesulfonate CC1=CC=C(C=C1)S(=O)(=O)OC1=C(C=C(C=C1)CC=C)C1=C(C(=CC(=C1)CC=C)[N+](=O)[O-])O